ClC1=CC=C(C=C1)C1N(CCCC1)CC1CCN(CC1)C1=CC(=C(C(=O)NS(=O)(=O)C2=CC(=C(C=C2)NCCCN2CCOCC2)[N+](=O)[O-])C=C1)OC=1C=C2C(=NC1)NC=C2 4-[4-[[2-(4-chlorophenyl)-1-piperidyl]methyl]-1-piperidyl]-N-[4-(3-morpholinopropylamino)-3-nitro-phenyl]sulfonyl-2-(1H-pyrrolo[2,3-b]pyridin-5-yloxy)benzamide